C(C)(C)(C)OC(N[C@H]1[C@@H](CNCC1)OC)=O trans-N-(3-methoxypiperidin-4-yl)carbamic acid tert-butyl ester